2-[(4-{6-[(4-chloro-2-fluorobenzyl)oxy]pyridin-2-yl}piperidin-1-yl)methyl]-1-[(4,4-dimethyloxetan-2-yl)methyl]-1H-benzimidazole-6-carboxylic acid ClC1=CC(=C(COC2=CC=CC(=N2)C2CCN(CC2)CC2=NC3=C(N2CC2OC(C2)(C)C)C=C(C=C3)C(=O)O)C=C1)F